1-(fluoromethyl)-2-oxabicyclo[2.1.1]Hexan-4-amine FCC12OCC(C1)(C2)N